C1(=CC=CC=C1)C1NCCC1 2-phenyl-pyrrolidine